oxybis(ethylenenitrilo)tetraacetic acid O(CCN(CC(=O)O)CC(=O)O)CCN(CC(=O)O)CC(=O)O